4-((2-hydroxyethyl)(2-((2-hydroxyethyl)amino)ethyl)amino)butyric acid undecyl ester C(CCCCCCCCCC)OC(CCCN(CCNCCO)CCO)=O